5-[4-(2-Fluoro-benzyloxy)-5-iodo-2-isopropyl-phenoxy]-pyrimidine-2,4-diamine FC1=C(COC2=CC(=C(OC=3C(=NC(=NC3)N)N)C=C2I)C(C)C)C=CC=C1